ClC1=NC=C(C(=N1)N1CC(C1)C(=O)NC(C)(C)C1=CN=C2N1C=CC=C2)Cl (2,5-dichloropyrimidin-4-yl)-N-(2-{imidazo[1,2-a]pyridin-3-yl}propan-2-yl)azetidine-3-carboxamide